1-(2-(tert-butyl)-3-pivaloyl-indolizin-1-yl)pyridin-2(1H)-one C(C)(C)(C)C=1C(=C2C=CC=CN2C1C(C(C)(C)C)=O)N1C(C=CC=C1)=O